1-(9-(4-amino-5-(6-cyclopropoxypyridin-3-yl)-7-methyl-7H-pyrrolo[2,3-d]pyrimidin-6-yl)-3-azaspiro[5.5]undec-8-en-3-yl)prop-2-en-1-one NC=1C2=C(N=CN1)N(C(=C2C=2C=NC(=CC2)OC2CC2)C2=CCC1(CCN(CC1)C(C=C)=O)CC2)C